S1C=NC2=C1C=CC(=C2)C2=CCC(CN2C(=O)OC(C)(C)C)C tert-butyl 6-(1,3-Benzothiazol-5-yl)-3-methyl-3,4-dihydro-2H-pyridine-1-carboxylate